C(C)C(N)CC1=CNC2=CC=CC=C12 alpha-ethyltryptamine